FC1(OC2=C(C=CC=3CCOC(C23)CNC)O1)F 1-(2,2-difluoro-7,9-dihydro-6H-[1,3]dioxolo[4,5-H]isochromen-9-yl)-N-methylmethanamine